ClC=1C=C(C(=NC1)OC)C1=NN(C=C1NC(=O)C=1C=NN2C1N=CC=C2)CC(=O)N2C(CCC2)C N-(3-(5-chloro-2-methoxypyridin-3-yl)-1-(2-(2-methylpyrrolidin-1-yl)-2-oxoethyl)-1H-pyrazol-4-yl)pyrazolo[1,5-a]pyrimidine-3-carboxamide